N1=CSC2=NC=CC=C21 [1,3]thiazolo[5,4-b]pyridine